BrC=1C=C(C(=NC1)C)O[C@H](C)C1=C(C=C(C=C1)Cl)Cl 5-bromo-3-[(1R)-1-(2,4-dichlorophenyl)ethoxy]-2-methylpyridine